[O-]CCCC.[O-]CCCC.[O-]CCCC.[O-]CCCC.[Ti+4].FC(C=1C=C(C=CC1)CC(=O)N1CCC=2C1=CN=CC2C2=CC=C(C=C2)C#N)(F)F 4-(1-{2-[3-(Trifluoromethyl)phenyl]acetyl}-2,3-dihydro-1H-pyrrolo[2,3-c]pyridin-4-yl)benzeneNitrile titanium (IV) tetra(butoxide)